methyl (2Z)-2-{[(benzyloxy)carbonyl]amino}-3-(quinolin-3-yl)acrylate C(C1=CC=CC=C1)OC(=O)N\C(\C(=O)OC)=C/C=1C=NC2=CC=CC=C2C1